1-ethyl-3,5-diisopropylbenzene C(C)C1=CC(=CC(=C1)C(C)C)C(C)C